COC1=C(C(=O)O)C=CC(=C1)C=1C=NNC1 2-methylOxy-4-(1H-pyrazol-4-yl)benzoic acid